[Si](C)(C)(C(C)(C)C)OCC1OCC(NC1)=O 6-({[tert-Butyl(dimethyl)silyl]oxy}methyl)morpholin-3-one